2-amino-N-[(1S,2S)-2-({4-[8,8-dimethyl-5-(piperazin-1-yl)-5,6,7,8-tetrahydronaphthalen-2-yl]phenyl}methoxy)cyclopentyl]-5-(1-methyl-1H-pyrazol-4-yl)pyridine-3-carboxamide NC1=NC=C(C=C1C(=O)N[C@@H]1[C@H](CCC1)OCC1=CC=C(C=C1)C1=CC=2C(CCC(C2C=C1)N1CCNCC1)(C)C)C=1C=NN(C1)C